C(N)(=O)C1=CC(=C(C=C1)[C@@H]1OC2=C(C=CC=C2C=C1)C1CCN(CC1)CC1=NC=2C(=NC(=CC2)C(=O)O)N1C[C@H]1OCC1)F 2-((4-((R)-2-(4-carbamoyl-2-fluorophenyl)-2H-chromen-8-yl)piperidin-1-yl)methyl)-3-(((S)-oxetan-2-yl)methyl)-3H-imidazo[4,5-b]pyridine-5-carboxylic acid